1-[[2-(difluoro-methoxy)pyridin-4-yl]methyl]-3-[rac-(1R,5R)-2-bicyclo[3.2.0]heptanyl]urea FC(OC1=NC=CC(=C1)CNC(=O)NC1[C@@H]2CC[C@@H]2CC1)F |r|